5-bromo-3-(pyrimidin-5-yl)pyrazin-2(1H)-one BrC=1N=C(C(NC1)=O)C=1C=NC=NC1